5-[(3-chloro-5-methanesulfonylphenyl)carbamoyl]-3-phenylthiophene-2-carboxylic acid ClC=1C=C(C=C(C1)S(=O)(=O)C)NC(=O)C1=CC(=C(S1)C(=O)O)C1=CC=CC=C1